ClC=1C=C(C=C2C(=C(C=NC12)C#N)NCC(C)(C)C)N[C@@H](C1=C2C=CC=NC2=CC=C1)C=1N=NN(C1)C1(CC1)C (S)-8-chloro-6-(((1-(1-methylcyclopropyl)-1H-1,2,3-triazol-4-yl)(quinolin-5-yl)methyl)amino)-4-(neopentylamino)quinoline-3-carbonitrile